C(C)OC=1C=C2C(=NC(=NC2=CC1)C1=CC(=CC=C1)OCCCN1C(COCC1)C)NC=1C=C2CNC(C2=CC1)=O 5-((6-Ethoxy-2-(3-(3-(3-methylmorpholino)propoxy)phenyl)quinazolin-4-yl)amino)isoindolin-1-one